C1(CCCC1)NS(=O)(=O)C1=CC=C(C=C1)[N+](=O)[O-] N-cyclopentyl-4-nitrobenzenesulfonamide